CCCCCCCCCCCCCCCCCCCCCCC(=O)N[C@@H](CO)[C@@H](/C=C/CCCCCCCCC(C)CC)O The molecule is a ceramide obtained by formal condensation of the carboxy group of tricosanoic acid with the amino group of 14-methylhexadecasphingosine. It is a metabolite of the nematode Caenorhabditis elegans. It has a role as a Caenorhabditis elegans metabolite. It is a ceramide and a Cer(d40:1). It derives from a 14-methylhexadecasphingosine and a tricosanoic acid.